FC(C(=O)O)(F)F.N1=CN=CC2=CC=CC(=C12)O Quinazolin-8-ol trifluoroacetate salt